4-(4-chloro-3-fluorophenyl)-3-methylpiperazine-1-carboxylate ClC1=C(C=C(C=C1)N1C(CN(CC1)C(=O)[O-])C)F